5-[(4-chlorophenyl)methyl]-1-methyl-1H-1,2,3-triazole ClC1=CC=C(C=C1)CC1=CN=NN1C